CC1(OC(OC1(C)C)C=1C=NN(C1)C1CCN(CC1)C(=O)OC(C)(C)C)C tert-butyl 4-(4-(4,4,5,5-tetramethyl-1,3-dioxolan-2-yl)-1H-pyrazol-1-yl)piperidine-1-carboxylate